C\C(=C/CC=1C(=C(CN(C(OC)=O)C)C(=CC1O)CCCCC)O)\CCC=C(C)C methyl (E)-(3-(3,7-dimethylocta-2,6-dien-1-yl)-2,4-dihydroxy-6-pentylbenzyl)(methyl)carbamate